C[C@H]1[C@@H]([C@H]([C@H](C(O1)O[C@@H]2[C@H]([C@@H]([C@H](O[C@H]2C3=C(C4=C(C=C3O)OC(=CC4=O)C5=CC(=C(C=C5)O)O)O)CO)O)O)O)O)O The molecule is a tetrahydroxyflavone that consists of isoorientin substituted by a rhamnosyl moiety at position 2". It has a role as an antifeedant and a plant metabolite. It is a tetrahydroxyflavone and a flavone C-glycoside. It derives from an isoorientin.